N-[(2,4-dimethoxyphenyl)methyl]-N-[1-[3-(hydrazinecarbonyl)pyrazin-2-yl]ethyl]-3,5-bis(trifluoromethyl)benzamide COC1=C(C=CC(=C1)OC)CN(C(C1=CC(=CC(=C1)C(F)(F)F)C(F)(F)F)=O)C(C)C1=NC=CN=C1C(=O)NN